C1(CC1)C=1NC=2N(C(C1)=O)N=C(N2)NCC2=C(C=C(C=C2)Cl)Cl 5-cyclopropyl-2-[(2,4-dichlorophenyl)methylamino]-4H-[1,2,4]triazolo[1,5-a]pyrimidin-7-one